C(C=CC=C\C=C\C=C/CCCCCCCCCCC)(=O)O 6E,8Z,10E,12E-eicosatetraenoic acid